Ethyl 2-(4-(4-(N-methylquinoline-8-sulfonamido)benzoyl) piperazin-1-yl)benzoate CN(S(=O)(=O)C=1C=CC=C2C=CC=NC12)C1=CC=C(C(=O)N2CCN(CC2)C2=C(C(=O)OCC)C=CC=C2)C=C1